FC(C(=O)O)(F)F.C(C)C=1N=C2N(C=C(C=N2)F)C1C(=O)C=1C=C(C(=C(C#N)C1)O)C#N 5-(2-ethyl-6-fluoroimidazo[1,2-a]pyrimidine-3-carbonyl)-2-hydroxyisophthalonitrile 2,2,2-trifluoroacetate salt